(R)-4-(1-(3-(difluoromethyl)-2-fluorophenyl)ethylamino)-N,N,2-trimethyl-7-(thiazol-2-ylamino)pyrido[2,3-d]pyrimidine-6-carboxamide FC(C=1C(=C(C=CC1)[C@@H](C)NC=1C2=C(N=C(N1)C)N=C(C(=C2)C(=O)N(C)C)NC=2SC=CN2)F)F